C(C)(C)(C)OC(NC=1SC=C(N1)CC(=O)N1CCC(CC1)(N1CCC(CC1)C)C)=O {4-[2-(4,4'-dimethyl-1,4'-bipiperidin-1'-yl)-2-oxoethyl]-1,3-thiazol-2-yl}carbamic acid tert-butyl ester